O1COC2=C1C=CC(=C2)[C@H](C)N2CCN(CC2)C2=NC=C(C=N2)C(=O)NC (S)-2-(4-(1-(benzo[d][1,3]dioxol-5-yl)ethyl)piperazin-1-yl)-N-methylpyrimidine-5-carboxamide